N-(5-(2-(2,2-dimethylpyrrolidin-1-yl)acetamido)-2-methylpyridin-3-yl)-2-(2-methoxypyridin-3-yl)pyrazolo[5,1-b]thiazole-7-carboxamide CC1(N(CCC1)CC(=O)NC=1C=C(C(=NC1)C)NC(=O)C=1C=NN2C1SC(=C2)C=2C(=NC=CC2)OC)C